(S)-5-(4-Chlorobenzyl)-2,2-dimethyl-3-(5-methyl-1-(pyridin-4-yl)-1H-pyrazol-4-yl)imidazolidin-4-one ClC1=CC=C(C[C@H]2C(N(C(N2)(C)C)C=2C=NN(C2C)C2=CC=NC=C2)=O)C=C1